3-(tert-butoxycarbonyl)-3-azabicyclo[3.2.1]octane-2-carboxylic acid C(C)(C)(C)OC(=O)N1C(C2CCC(C1)C2)C(=O)O